COCC1=NN(C(C=2N1C1=C(C2)C=CS1)=O)CC(=O)O 2-(8-(methoxymethyl)-5-oxothieno[3',2':4,5]pyrrolo[1,2-d][1,2,4]triazin-6(5H)-yl)acetic acid